C(C)(C)N1CCN(CC1)CC1=CC=C(C=C1)C=1C=C(C2=C(N(C(=N2)C2=CC=C(C=C2)S(=O)(=O)C)C)C1)C 6-(4-((4-isopropylpiperazin-1-yl)methyl)phenyl)-1,4-dimethyl-2-(4-(methylsulfonyl)phenyl)-1H-benzo[d]imidazole